N,N-Diisopropyl-ethylamine C(C)(C)N(C(C)C)CC